CC=1C(=C2C=NN(C2=CC1)COCC[Si](C)(C)C)N1CC=2N=C(N=C(C2CC1)N1CCN(CC1)C(=O)OCC1=CC=CC=C1)OCCCN1CCCCC1 benzyl 4-[7-[5-methyl-1-(2-trimethylsilylethoxymethyl)indazol-4-yl]-2-[3-(1-piperidyl)propoxy]-6,8-dihydro-5H-pyrido[3,4-d]pyrimidin-4-yl]piperazine-1-carboxylate